(S)-6-(2,5-dichloropyrimidin-4-yl)-2-(3,3-difluorocyclopentyl)-4-fluoro-1-isopropyl-1H-benzo[d]imidazole ClC1=NC=C(C(=N1)C=1C=C(C2=C(N(C(=N2)[C@@H]2CC(CC2)(F)F)C(C)C)C1)F)Cl